O=C1NC(C(=N1)NC(=O)N)=O N-(2,5-dihydro-2,5-dioxo-1H-imidazol-4-yl)urea